CC=1OC=CC(C1C#CC1=CC=CC=C1)=O 2-methyl-3-(phenylethynyl)-4H-pyran-4-one